2-[(1S)-1-cyclohexylethoxy]-4-(3-ethyl-4-methyl-5-oxo-4,5-dihydro-1H-1,2,4-triazol-1-yl)-5-fluoro-N-[4-(methylsulfanyl)phenyl]benzamide C1(CCCCC1)[C@H](C)OC1=C(C(=O)NC2=CC=C(C=C2)SC)C=C(C(=C1)N1N=C(N(C1=O)C)CC)F